O=C1OCCN1[C@H]1C(=NN(C1)C(=O)N[C@H](C)C=1C=NC(=CC1)C(F)(F)F)C1=NC=C(C=C1)C (R)-4-(2-oxooxazolidin-3-yl)-3-(5-methylpyridin-2-yl)-N-((R)-1-(6-(trifluoromethyl)pyridin-3-yl)ethyl)-4,5-dihydro-1H-pyrazole-1-carboxamide